(1-(5-Bromo-4-cyano-7H-pyrrolo[2,3-d]pyrimidin-2-yl)-4-methylpiperidin-4-yl)carbamic acid tert-butyl ester C(C)(C)(C)OC(NC1(CCN(CC1)C=1N=C(C2=C(N1)NC=C2Br)C#N)C)=O